(((4-chlorobenzyl)oxy)methyl)-4-methyl-5-(methylsulfanyl)-4H-1,2,4-triazole ClC1=CC=C(COCC2=NN=C(N2C)SC)C=C1